tert-butyl (S)-(5-amino-6-((3-azidopropyl)amino)-6-oxohexyl)carbamate N[C@@H](CCCCNC(OC(C)(C)C)=O)C(=O)NCCCN=[N+]=[N-]